bis((tetrahydrofuran-2-yl)methyl) sulfate S(=O)(=O)(OCC1OCCC1)OCC1OCCC1